CC(CCCCCCCC)=O alpha-decanal